ClC1=CC(=C(C=C1)S(=O)(=O)N[C@@H](C(=C)C1=C(C(=CC=C1F)C)C)C=1OC(NN1)=O)OC (S)-4-chloro-N-(2-(6-fluoro-2,3-dimethylphenyl)-1-(5-oxo-4,5-dihydro-1,3,4-oxadiazol-2-yl)allyl)-2-methoxybenzenesulfonamide